N-ethyl-6,7-dihydroxy-N-[4-[[6-(2-methoxyphenyl)-6-oxo-hexanoyl]-methyl-amino]butyl]-5-nitro-naphthalene-2-carboxamide C(C)N(C(=O)C1=CC2=CC(=C(C(=C2C=C1)[N+](=O)[O-])O)O)CCCCN(C)C(CCCCC(=O)C1=C(C=CC=C1)OC)=O